3-[2-(1-ethyl-6-fluoro-1,3-benzodiazol-5-yl)ethynyl]-5-(methylamino)-1-[(3S,5R)-1-(prop-2-enoyl)-5-[(trifluoromethoxy)methyl]pyrrolidin-3-yl]pyrazole-4-carboxamide C(C)N1C=NC2=C1C=C(C(=C2)C#CC2=NN(C(=C2C(=O)N)NC)[C@@H]2CN([C@H](C2)COC(F)(F)F)C(C=C)=O)F